BrC1=C2C=NNC2=C(C=C1)OC 4-bromo-7-methoxy-1H-indazole